tert-butyl (2S,3R)-2-{[(tert-butoxycarbonyl)(methanesulfonyl)amino]methyl}-3-methylazetidine-1-carboxylate C(C)(C)(C)OC(=O)N(S(=O)(=O)C)C[C@H]1N(C[C@H]1C)C(=O)OC(C)(C)C